N1C=NC(=C1)C(=O)OC methyl (1H)-imidazole-4-carboxylate